1-(2-bromo-5-(trifluoromethyl)phenyl)-4-(((2-methylbiphenyl-3-yl)methoxy)methyl)-1H-1,2,3-triazole BrC1=C(C=C(C=C1)C(F)(F)F)N1N=NC(=C1)COCC=1C(=C(C=CC1)C1=CC=CC=C1)C